(3R,5R)-2-oxo-5-(trifluoromethyl)piperidin O=C1NC[C@@H](CC1)C(F)(F)F